9,9-bis{4-(3-mercaptobutyryloxyethoxy)phenyl}fluorene SC(CC(=O)OCCOC1=CC=C(C=C1)C1(C2=CC=CC=C2C=2C=CC=CC12)C1=CC=C(C=C1)OCCOC(CC(C)S)=O)C